OC1=CC(=NN1C(C)C)NC(=O)C1N(CC1)C1(CN(C2=NC=CC(=C2C1=O)C)C1=NC=NS1)C(=O)O 3-({[5-Hydroxy-1-(propan-2-yl)-1H-pyrazol-3-yl]carbamoyl}azetidin-1-yl)-5-methyl-4-oxo-1-(1,2,4-thiadiazol-5-yl)-1,4-dihydro-1,8-naphthyridine-3-carboxylic acid